nonylparaben C(CCCCCCCC)OC(=O)C1=CC=C(O)C=C1